FC=1C=C(C2=C(CC[C@@H](C(N2)=O)NC(=O)C2=NN3C(CCC[C@@H]3CCC)=N2)C1)F (5S)-N-[(3S)-7,9-difluoro-2-oxo-1,3,4,5-tetrahydro-1-benzazepin-3-yl]-5-propyl-5,6,7,8-tetrahydro-[1,2,4]triazolo[1,5-a]pyridine-2-carboxamide